FC(C)(F)N1N=C(C=C1)C1(CC(C=2C=NC=3N(C21)N=C(C3)F)C(=O)N)C 8-(1-(1,1-difluoroethyl)-1H-pyrazol-3-yl)-2-fluoro-8-methyl-7,8-dihydro-6H-cyclopenta[e]pyrazolo[1,5-a]pyrimidine-6-carboxamide